ethyl 2-((R)-1-(benzyloxy)ethyl)-6-((E)-2-cyanovinyl)-7-(2,3-dichlorophenyl)-8-fluoro-4-hydroxyquinoline-3-carboxylate C(C1=CC=CC=C1)O[C@H](C)C1=NC2=C(C(=C(C=C2C(=C1C(=O)OCC)O)\C=C\C#N)C1=C(C(=CC=C1)Cl)Cl)F